2-{3-[2-(1H-benzimidazol-2-yl)-2-cyanovinyl]-2,5-dimethyl-1H-pyrrol-1-yl}-4,5-dimethyl-3-furancarbonitrile N1C(=NC2=C1C=CC=C2)C(=CC2=C(N(C(=C2)C)C=2OC(=C(C2C#N)C)C)C)C#N